3-acetyl-N,N-dimethyl-benzenesulfonamide C(C)(=O)C=1C=C(C=CC1)S(=O)(=O)N(C)C